7-(tributylstannyl)-[1,2,4]triazolo[1,5-a]pyridine C(CCC)[Sn](C1=CC=2N(C=C1)N=CN2)(CCCC)CCCC